(2R)-N-[2-(1-benzylpiperidin-4-yl)ethyl]-4-(4-cyano-2-fluorophenyl)-2-methylpiperazine-1-carboxamide C(C1=CC=CC=C1)N1CCC(CC1)CCNC(=O)N1[C@@H](CN(CC1)C1=C(C=C(C=C1)C#N)F)C